C(CCCCCCCCCCCCCCCC=CCC=CCCCCC)(=O)O Hexacosa-17,20-dienoic acid